4-[(1S,4R)-5-(cyclopropylsulfonyl)-2,5-diazabicyclo[2.2.1]hept-2-yl]-2-(1-methyl-1H-pyrazol-4-yl)pyrimidine-5-carbonitrile C1(CC1)S(=O)(=O)N1[C@H]2CN([C@H](C1)C2)C2=NC(=NC=C2C#N)C=2C=NN(C2)C